propan-2-sulfenamide CC(C)SN